C1(CCCCC1)C[C@H](C(=O)N1C[C@H]2CC[C@@H](C1)C2(O)CN2C=NC(=CC2=O)C2=C(C=CC=C2)F)C 3-(((1R,5S)-3-((R)-3-cyclohexyl-2-methylpropanoyl)-8-hydroxy-3-azabicyclo[3.2.1]oct-8-yl)methyl)-6-(2-fluorophenyl)pyrimidin-4(3H)-one